Methyl 6-chloro-4,6-dideoxy-α-D-glucopyranoside ClC[C@@H]1C[C@@H]([C@H]([C@@H](OC)O1)O)O